(1R,3R)-5-(2-((1R,3aS,7aR,E)-1-((S)-1-((S)-3-(2,2-difluoroethyl)pyrrolidine-1-yl)propan-2-yl)-7a-methyloctahydro-4H-inden-4-ylidene)ethylidene)cyclohexane-1,3-diol FC(C[C@H]1CN(CC1)C[C@@H](C)[C@H]1CC[C@H]2\C(\CCC[C@]12C)=C\C=C1C[C@H](C[C@@H](C1)O)O)F